C(C)(C)OC1=NC(=C2C=C(C(N(C2=C1)C)=O)C)C=1C=CC=C2C=C(N=CC12)C=1C=CC(=NC1)C(=O)O 5-(8-(7-Isopropoxy-1,3-dimethyl-2-oxo-1,2-dihydro-1,6-naphthyridin-5-yl)isoquinolin-3-yl)picolinic acid